1-phenylbutan-2,3-dien-1-one C1(=CC=CC=C1)C(C=C=C)=O